2,2',2''-(10-(2-oxo-2-(pyridin-2-yl)ethyl)-1,4,7,10-tetraazacyclododecane-1,4,7-triyl)triacetic acid O=C(CN1CCN(CCN(CCN(CC1)CC(=O)O)CC(=O)O)CC(=O)O)C1=NC=CC=C1